S1C=NC2=C1C=CC(=C2)CN(C(=O)[C@H]2N(CCC2)[S@](=O)(=N)C2=CC=C(C=C2)C)C2CCC(CC2)(F)F (S)-N-(Benzo[d]thiazol-5-ylmethyl)-N-(4,4-difluorocyclohexyl)-1-((R)-4-methylphenylsulfonimidoyl)pyrrolidine-2-carboxamide